P(=O)(O)(O)O.P(=O)(O)(O)O dihydrogen phosphate hydrogen phosphate